FC1=C(C=C(C=C1)CC(=O)O)NC(=O)C1=C(N(C=C1)CCCC1=CC=CC=C1)C(C)C [4-fluoro-3-({[2-isopropyl-1-(3-phenylpropyl)-1H-pyrrole-3-yl]carbonyl}amino)phenyl]acetic acid